ClC1=CC(=C(C=C1)C1=NC(=CC=2N=C(N(C(C21)=O)C)C)C2CC(OCC2)C(=O)OCC)F Ethyl 4-(5-(4-chloro-2-fluorophenyl)-2,3-dimethyl-4-oxo-3,4-dihydropyrido[4,3-d]pyrimidin-7-yl)tetrahydro-2H-pyran-2-carboxylate